(S)-2-((4-(tert-Butoxycarbonyl)-2-oxopiperazin-1-yl)methyl)-1-(oxetan-2-ylmethyl)-1H-benzo[d]imidazole-6-carboxylic acid methyl ester COC(=O)C=1C=CC2=C(N(C(=N2)CN2C(CN(CC2)C(=O)OC(C)(C)C)=O)C[C@H]2OCC2)C1